methyl 1-(3-(difluoromethoxy)phenyl)-2-oxo-2,3-dihydro-1H-pyrrolo[2,3-b]pyridine-5-carboxylate FC(OC=1C=C(C=CC1)N1C(CC=2C1=NC=C(C2)C(=O)OC)=O)F